2-methoxy-5-mercaptophenol COC1=C(C=C(C=C1)S)O